6-((2-chloro-4-((5-cyclopropyl-3-(2,6-dichlorophenyl)isoxazol-4-yl)methoxy)phenyl)ethynyl)-1H-indazole-4-carboxylic acid ClC1=C(C=CC(=C1)OCC=1C(=NOC1C1CC1)C1=C(C=CC=C1Cl)Cl)C#CC=1C=C(C=2C=NNC2C1)C(=O)O